3-(4-((4-(sulfamoylamino)cyclohexyl)amino)-1,2,5-oxadiazol-3-yl)-4-(3-bromo-4-fluorophenyl)-1,2,4-oxadiazol-5(4H)-one S(N)(=O)(=O)NC1CCC(CC1)NC=1C(=NON1)C1=NOC(N1C1=CC(=C(C=C1)F)Br)=O